C(C)(C)(C)C1(CC(=CC(=C1O)C(C)(C)C)C)CO 2,6-di-tert-butyl-p-cresolmethanol